N-(benzofuran-3-ylmethyl)-2-bromoaniline O1C=C(C2=C1C=CC=C2)CNC2=C(C=CC=C2)Br